CO[C@@H]1C[C@H](CNC1)N1C(C2=CC=CC=C2C1=O)=O 2-((3R,5R)-5-Methoxypiperidin-3-yl)isoindoline-1,3-dione